N-(5-nitropyridin-2-yl)oxazole-5-carboxamide (1S,3R)-3-(3-{[(5S)-5-(dimethylamino)-6,7-dihydro-5H-cyclopenta[b]pyridin-2-yl]amino}-1H-pyrazol-5-yl)cyclopentyl-propylcarbamate CN([C@H]1CCC2=NC(=CC=C21)NC2=NNC(=C2)[C@H]2C[C@H](CC2)N(C(O)=O)CCC)C.[N+](=O)([O-])C=2C=CC(=NC2)NC(=O)C2=CN=CO2